5-cyclopropylbenzo[b]thiophene-7-carbonitrile C1(CC1)C1=CC2=C(SC=C2)C(=C1)C#N